C1(CCCCC1)N(C/C=C/S(=O)(=O)NC(NC1=C2CCCC2=CC=2CCCC12)=O)C1CCCCC1 (E)-3-(dicyclohexylamino)-N-((1,2,3,5,6,7-hexahydro-s-indacen-4-yl)carbamoyl)prop-1-ene-1-sulfonamide